CC1=C(C=2N(C=C1C1=C(C3=NC(=CC=C3N1)N1CC3CCC(C1)N3)C(C)C)N=CN2)C 3-(2-{7,8-Dimethyl-[1,2,4]triazolo[1,5-a]pyridin-6-yl}-3-(propan-2-yl)-1H-pyrrolo[3,2-b]pyridin-5-yl)-3,8-diazabicyclo[3.2.1]octan